C1(CC1)OC1=NC=CC=C1C=O (cyclopropoxy)pyridine-3-carbaldehyde